C(=O)(OC(C)(C)C)NN=C(C1=CC=CC=C1)C1=CC=CC=C1 N-Bocbenzophenone hydrazone